O=C1NC(CCC1N1C(N(C2=NC(=CC=C21)C2=CC=C(C=C2)CC(=O)O)C)=O)=O 2-(4-(1-(2,6-dioxopiperidin-3-yl)-3-methyl-2-oxo-2,3-dihydro-1H-imidazo[4,5-b]pyridin-5-yl)phenyl)acetic acid